1-(2-Fluoro-3-(4-(cyclopentylcarbonyl)piperazine-1-carbonyl)benzyl)quinazoline-2,4(1H,3H)-dione FC1=C(CN2C(NC(C3=CC=CC=C23)=O)=O)C=CC=C1C(=O)N1CCN(CC1)C(=O)C1CCCC1